ClC=1C=C(C=NC1)C1=CC(=C(C=C1)NC(C(C)(C)C=1N=C(SC1)NS(=O)(=O)C1CC1)=O)OC N-(4-(5-chloropyridin-3-yl)-2-methoxyphenyl)-2-(2-(cyclopropanesulfonamido)thiazol-4-yl)-2-methylpropanamide